C(C(=C)C)(=O)OCCC[Si](OC)(OC)OC Methacryloxypropyltrimethoxyl-silan